3-(2,5-dichlorothiophen-3-yl)propanoic acid ClC=1SC(=CC1CCC(=O)O)Cl